2-(2-iodo-5-methoxyphenyl)-2H-1,2,3-triazole IC1=C(C=C(C=C1)OC)N1N=CC=N1